N-(1-(2-(3-methoxytetrahydrofuran-3-yl)pyridin-4-yl)-1H-pyrazolo[4,3-c]pyridin-6-yl)acetamide COC1(COCC1)C1=NC=CC(=C1)N1N=CC=2C=NC(=CC21)NC(C)=O